4-(2-chlorophenyl)-7-[1-methyl-2-oxo-2-(1-piperidyl)ethoxy]chromen-2-one ClC1=C(C=CC=C1)C1=CC(OC2=CC(=CC=C12)OC(C(N1CCCCC1)=O)C)=O